[Eu].COCCOC 1,2-Dimethoxyethane europium